4-(3-(2-amino-[1,2,4]triazolo[1,5-a]pyridin-7-yl)-6-chloro-2-fluorophenoxy)-2,2-difluoro-1-(4-fluorophenyl)butan-1-ol NC1=NN2C(C=C(C=C2)C=2C(=C(OCCC(C(O)C3=CC=C(C=C3)F)(F)F)C(=CC2)Cl)F)=N1